FC1(C(C1)[C@@H]1N(S(OC1)(=O)=O)C(=O)OC(C)(C)C)F tert-butyl (4S)-4-(2,2-difluorocyclopropyl)-1,2,3-oxathiazolidine-3-carboxylate 2,2-dioxide